(S)-4-((5-(2,4-difluoro-3-hydroxyphenyl)-1,3,4-thiadiazol-2-yl)methyl)-6-(1-(3,4'-difluoro-[1,1'-biphenyl]-4-yl)-2,2,2-trifluoroethyl)-4,6-diazaspiro[2.4]heptane-5,7-dione FC1=C(C=CC(=C1O)F)C1=NN=C(S1)CN1C2(CC2)C(N(C1=O)[C@H](C(F)(F)F)C1=C(C=C(C=C1)C1=CC=C(C=C1)F)F)=O